C(C)(C)(C)N1[C@@H](C[C@@H](C1)C)C(NC1=NC(=CC=C1)Br)=O (2S,4S)-tert-butyl-2-((6-bromopyridin-2-yl)carbamoyl)-4-methylpyrrolidine